2-amino-9-((2r,3r,5r)-3-hydroxy-5-propionyltetrahydrofuran-2-yl)-7-(prop-2-yn-1-yl)-7,9-dihydro-1H-purine-6,8-dione NC=1NC(C=2N(C(N(C2N1)[C@@H]1O[C@H](C[C@H]1O)C(CC)=O)=O)CC#C)=O